C(C)SC1=NN2C(N=CC=C2)=C1C1=NC2=C(N1C)C=CC(=C2)C(F)(F)F 2-(ethylthio)-3-(1-methyl-5-(trifluoromethyl)-1H-benzo[d]imidazol-2-yl)pyrazolo[1,5-a]pyrimidine